[Rh].Cl[K] chloropotassium rhodium